C(C1=CC=CC=C1)C(CC(C)C)(C)NC(=O)C=1C=NC2=CC=CC=C2C1 N-(1-benzyl-1,3-dimethyl-butyl)quinoline-3-carboxamide